1-[(2-bromobenzoyl)amino]-3-methyl-thiourea BrC1=C(C(=O)NNC(=S)NC)C=CC=C1